C(C)(C)(C)OC(=O)N1C(C=2C3=C(C=CC2CC1)C=C[C@@H](O3)C3=C(C=C(C=C3)Cl)F)C (2R)-2-(4-chloro-2-fluorophenyl)-10-methyl-7,10-dihydro-2H-pyrano[3,2-H]isoquinoline-9(8H)-carboxylic acid tert-butyl ester